2-(p-bromophenyl)-1,10-phenanthroline BrC1=CC=C(C=C1)C1=NC2=C3N=CC=CC3=CC=C2C=C1